N-(1-((1R,2R,4R)-5,5-difluorobicyclo[2.2.1]heptan-2-yl)-2-oxo-1,2-dihydropyridin-3-yl)-4-((2-hydroxyethyl)sulfonamido)-2-(6-azaspiro[2.5]octan-6-yl)benzamide FC1([C@H]2C[C@H]([C@@H](C1)C2)N2C(C(=CC=C2)NC(C2=C(C=C(C=C2)NS(=O)(=O)CCO)N2CCC1(CC1)CC2)=O)=O)F